O[C@@]1(C(N(CC1)C)=O)C#CC=1C=C(C=CC1)C=1N=CC2=C(N1)C(NC=C2)=O (R)-2-[3-[2-(3-hydroxy-1-methyl-2-oxo-pyrrolidin-3-yl)ethynyl]phenyl]-7H-pyrido[3,4-d]pyrimidin-8-one